methyl 7-(3-cyclopropylphenoxy)-2,2-dimethyl-3,4-dihydropyrano[3,2-b]pyridine-8-carboxylate C1(CC1)C=1C=C(OC=2C(=C3C(=NC2)CCC(O3)(C)C)C(=O)OC)C=CC1